N1(C=NC=C1)CCCNC1N(C(=NC(=N1)N)N1CCOCC1)C1=CC=C(C=C1)C N-(3-Imidazol-1-yl-propyl)-6-morpholin-4-yl-N1-p-tolyl-[1,3,5]triazine-2,4-diamine